pyrido[3,2-a][3]benzazepin C=1C=CNC=2C1C1=C(C=CN2)C=CC=C1